3-acetyl-7-ethyl-N-(2-fluoro-5-(hydroxymethyl)-3-(1-methyl-1H-pyrazol-4-yl)phenyl)indolizine-1-carboxamide C(C)(=O)C1=CC(=C2C=C(C=CN12)CC)C(=O)NC1=C(C(=CC(=C1)CO)C=1C=NN(C1)C)F